methacryloxyethyldimethylacetylammonium C(C(=C)C)(=O)OCC[N+](C(C)=O)(C)C